ethoxyethoxyethyl cyanoacetate C(#N)CC(=O)OCCOCCOCC